5-[2-benzyloxy-4-[(4-benzyloxy-pyrimidin-2-yl)amino]-6-fluoro-phenyl]-1,1-dioxo-1,2,5-thiadiazolidin-3-one C(C1=CC=CC=C1)OC1=C(C(=CC(=C1)NC1=NC=CC(=N1)OCC1=CC=CC=C1)F)N1CC(NS1(=O)=O)=O